(S)-4-((7-(6-ethyl-8-fluoro-4-methyl-3-(3-methyl-1,2,4-oxadiazol-5-yl)quinolin-2-yl)-1,7-diazaspiro[4.4]nonan-1-yl)methyl)tetrahydro-2H-pyran-4-ol C(C)C=1C=C2C(=C(C(=NC2=C(C1)F)N1C[C@]2(CCCN2CC2(CCOCC2)O)CC1)C1=NC(=NO1)C)C